2-[(3-chloro-4-fluorophenyl)-[(4,4-difluoro-1-methylcyclohexyl)methoxy]methyl]-5-methyl-4-methylsulfonyl-1H-imidazole ClC=1C=C(C=CC1F)C(C=1NC(=C(N1)S(=O)(=O)C)C)OCC1(CCC(CC1)(F)F)C